bis-dibenzylacetone palladium [Pd].C(C1=CC=CC=C1)C(C(C)=O)CC1=CC=CC=C1.C(C1=CC=CC=C1)C(C(C)=O)CC1=CC=CC=C1